(5S)-5-(3,5-difluorophenyl)-2-(trans-3-{[6-(5-methyl-1,2,4-oxadiazol-3-yl)pyridin-3-yl]oxy}cyclobutyl)-2,5,6,7-tetrahydro-3H-pyrrolo[2,1-c][1,2,4]triazol-3-one FC=1C=C(C=C(C1)F)[C@@H]1CCC2=NN(C(N21)=O)[C@@H]2C[C@H](C2)OC=2C=NC(=CC2)C2=NOC(=N2)C